[N+](#[C-])CC1C2CCC(C1C[N+]#[C-])C2 cis-2,3-bis(isocyanomethyl)bicyclo(2.2.1)heptane